C(C1=CC=CC=C1)SC=1N(C(C2=CC(=CC(=C2C1)[C@@H](C)NC1=C(C(=O)OC)C=CC=C1)C)=O)C methyl (R)-2-((1-(3-(benzylthio)-2,7-dimethyl-1-oxo-1,2-dihydroisoquinolin-5-yl)ethyl)amino)benzoate